BrC=1C=C(C=2NC3=CC=C(C=C3C2C1)Cl)CCNC(OC(C)(C)C)=O tert-Butyl (2-(3-bromo-6-chloro-9H-carbazol-1-yl)ethyl)carbamate